6-(1-(4-(trifluoromethyl)benzyl)-1H-benzo[d]imidazole-7-carboxamido)spiro[3.3]heptane-2-carboxylic acid FC(C1=CC=C(CN2C=NC3=C2C(=CC=C3)C(=O)NC3CC2(CC(C2)C(=O)O)C3)C=C1)(F)F